tert-butyl 3,7-diazabicyclo[3.3.1]nonane-3-carboxylate C12CN(CC(CNC1)C2)C(=O)OC(C)(C)C